FC(C(=O)O)(F)F.FC1=CC(=CC2=CN(N=C12)C)C1=NN2C(S1)=NC(=C2)C2CCNCC2 7-Fluoro-2-methyl-5-[6-(piperidin-4-yl)imidazo[2,1-b][1,3,4]thiadiazol-2-yl]-2H-indazol Trifluoroacetat